COC1=NC=CC=C1OCOC 2-methoxy-3-(methoxymethoxy)pyridine